3-(((6-(tert-butylsulfonyl)imidazo[1,2-a]pyridin-7-yl)oxy)methyl)oxetan C(C)(C)(C)S(=O)(=O)C=1C(=CC=2N(C1)C=CN2)OCC2COC2